N=C1SC=CN1C=1C=C(C(=O)N)C=CC1 3-(2-iminothiazol-3(2H)-yl)benzamide